C[C@H]1CN(CCN1)C(=O)C=1N=C(NC1)C=1C=NN(C1)C1=CC=CC=C1 (3S)-3-methyl-1-[2-(1-phenyl-1H-pyrazol-4-yl)-1H-imidazole-4-carbonyl]piperazine